C(C)C(CO)=CCC1C(C(=CC1)C)(C)C 2-ethyl-4-(2,2,3-trimethyl-3-cyclopentenyl)-2-buten-1-ol